(2S)-2-amino-3-(5-bromo-2-chloro-phenyl)-N-[4-(3-methylimidazol-4-yl)phenyl]propan-amide N[C@H](C(=O)NC1=CC=C(C=C1)C=1N(C=NC1)C)CC1=C(C=CC(=C1)Br)Cl